CN(C1=NC(=CN=C1)C#C[Si](C)(C)C)C N,N-dimethyl-6-((trimethylsilyl)ethynyl)pyrazin-2-amine